3-(1-methyl-1H-pyrazol-4-yl)quinolin-6-amine CN1N=CC(=C1)C=1C=NC2=CC=C(C=C2C1)N